n-Hexadecanoic acid CCCCCCCCCCCCCCCC(=O)O